1-cyclopropyl-8-chloro-6-fluoro-1,4-dihydro-7-((3R)-3-hydroxypiperidinyl)-4-oxo-3-quinolinecarboxylic acid C1(CC1)N1C=C(C(C2=CC(=C(C(=C12)Cl)N1C[C@@H](CCC1)O)F)=O)C(=O)O